(1-((3-(4-(4,4,5,5-Tetramethyl-1,3,2-dioxaborolan-2-yl)phenyl)bicyclo[1.1.1]pentan-1-yl)methyl)piperidin-4-yl)methanol CC1(OB(OC1(C)C)C1=CC=C(C=C1)C12CC(C1)(C2)CN2CCC(CC2)CO)C